carbonic acid chloromethyl 3-[[(1,1-dimethylethoxy)carbonyl]amino]-1,1-dimethylpropyl ester CC(C)(OC(=O)NCCC(C)(C)OC(OCCl)=O)C